1-{4-[(3-methoxybenzyl)sulfonyl]-2-nitrophenyl}-4-(2-methoxyethyl)piperazine COC=1C=C(CS(=O)(=O)C2=CC(=C(C=C2)N2CCN(CC2)CCOC)[N+](=O)[O-])C=CC1